FC(C(=O)O)(F)F.FC(C(=O)O)(F)F.N1(CCCCC1)CC(=O)NC1(CCNCC1)CC1=NC=CC=C1 2-(piperidin-1-yl)-N-(4-(pyridin-2-ylmethyl)piperidin-4-yl)acetamide bis(2,2,2-trifluoroacetate)